methyl (S)-5-(4-((2-fluorobenzyl)oxy)phenyl)-3,4-dihydro-2H-pyrrole-2-carboxylate FC1=C(COC2=CC=C(C=C2)C=2CC[C@H](N2)C(=O)OC)C=CC=C1